trans-1-(tert-butyloxycarbonyl)-2-carboxy-3a-hydroxy-6-acetoxy-1,2,3,3a,8,8a-hexahydropyrrolo[2,3-b]indole C(C)(C)(C)OC(=O)N1C(CC2(C1NC1=CC(=CC=C21)OC(C)=O)O)C(=O)O